(3R)-3-[[1-[2-(methoxymethoxy)-4-(trifluoromethyl)phenyl]pyrido[3,4-d]pyridazin-4-yl]amino]piperidine-1-carboxylic acid tert-butyl ester C(C)(C)(C)OC(=O)N1C[C@@H](CCC1)NC=1N=NC(=C2C1C=NC=C2)C2=C(C=C(C=C2)C(F)(F)F)OCOC